C(C)(C)N1N=CC=C1C1NCC(CC1)C 2-(2-isopropylpyrazol-3-yl)-5-methyl-piperidine